3-(2-((S)-2-methylazetidin-1-yl)-6-(trifluoromethyl)pyrimidin-4-yl)-3-azabicyclo[3.1.0]hexane C[C@@H]1N(CC1)C1=NC(=CC(=N1)N1CC2CC2C1)C(F)(F)F